Dimethyl-methanesulfonic iodide CC(S(=O)(=O)I)C